(5-(6-methylpyridin-2-yl)-1,3,4-oxadiazol-2-yl)methanone CC1=CC=CC(=N1)C1=NN=C(O1)C=O